10-methyl-6-methyleneundec-4,9-diene-1-yne CC(=CCCC(C=CCC#C)=C)C